2-(benzyloxycarbonylamino)-3-(4-(3,4-dichlorophenyl)-5-isobutylthiazol-2-ylamino)propionic acid C(C1=CC=CC=C1)OC(=O)NC(C(=O)O)CNC=1SC(=C(N1)C1=CC(=C(C=C1)Cl)Cl)CC(C)C